(10Z)-4,6,10-hexadecatrienyl acetate C(C)(=O)OCCCC=CC=CCC\C=C/CCCCC